N-[9-[(2R,4R,5R)-5-[[bis(4-methoxyphenyl)-phenyl-methoxy]methyl]-4-hydroxy-tetrahydrofuran-2-yl]-8-thioxo-7H-purin-6-yl]benzamide COC1=CC=C(C=C1)C(OC[C@@H]1[C@@H](C[C@@H](O1)N1C2=NC=NC(=C2NC1=S)NC(C1=CC=CC=C1)=O)O)(C1=CC=CC=C1)C1=CC=C(C=C1)OC